N-[2-(diethylamino)ethyl]-2-[1-[(4-methylphenyl)methyl]-5-oxopyrrolidin-2-yl]acetamid C(C)N(CCNC(CC1N(C(CC1)=O)CC1=CC=C(C=C1)C)=O)CC